NC=1C=CC(=C(C1)NC1=NC(=NC=C1Cl)NC1=C(C=C(C(=C1)[N+](=O)[O-])F)OC)OC N4-(5-amino-2-methoxyphenyl)-5-chloro-N2-(4-fluoro-2-methoxy-5-nitrophenyl)pyrimidine-2,4-diamine